ClC1=C(OC=2C=CC(N(C2)CCOC)=O)C(=CC(=C1)N1C(=CC=C1C)C)Cl 5-(2,6-Dichloro-4-(2,5-dimethyl-1H-pyrrol-1-yl)phenoxy)-1-(2-methoxyethyl)pyridin-2(1H)-one